[Cu].[W].[Cu] Copper-Tungsten-Copper